CC1=C(C(=CC(=C1)C)C)SC1=C(C=C(C=C1C)C)C 2,4,6-trimethylphenyl sulfide